2-hydroxymethyl-1,4-dioxaspiro[4.5]decane OCC1OC2(OC1)CCCCC2